methyl-3-(4-tert-butylphenyl)propanal CC(C=O)CC1=CC=C(C=C1)C(C)(C)C